[C@H]12CC(C[C@H](CC1)N2)OC2=CC=C(N=N2)C=2C=C1C=CN=CC1=CC2O 6-(6-(((1R,3S,5S)-8-azabicyclo[3.2.1]octan-3-yl)oxy)pyridazin-3-yl)isoquinolin-7-ol